isoquinoline-8-carboxamide C1=NC=CC2=CC=CC(=C12)C(=O)N